CNC=1N=CC(=C2C=C(N=CC12)NC(=O)C1CC1)\C=C\[Sn](CCCC)(CCCC)CCCC (E)-N-(8-(methylamino)-5-(2-(tributylstannyl)vinyl)-2,7-naphthyridin-3-yl)cyclopropanecarboxamide